(R)-1-((6-cyclopropylimidazo[1,2-a]pyridin-2-yl)methyl)-N-(3-methyl-2-((2-(trimethylsilyl)ethoxy)methyl)-2,4,5,6-tetrahydrocyclopenta[c]pyrazol-6-yl)-1H-1,2,3-triazole-4-carboxamide C1(CC1)C=1C=CC=2N(C1)C=C(N2)CN2N=NC(=C2)C(=O)N[C@@H]2CCC=1C2=NN(C1C)COCC[Si](C)(C)C